tris(dimethylamino)cyclopentadienylhafnium (IV) CN(C)[Hf](C1C=CC=C1)(N(C)C)N(C)C